BrC=1C=CC(=NC1)N1CC2N(C(C1)C2)C(=O)NC2=CC=CC=C2 3-(5-bromopyridin-2-yl)-N-phenyl-3,6-diazabicyclo[3.1.1]heptane-6-carboxamide